C1(CCCCC1)C(COC)(COC)CCC(Br)(Cl)Cl 2-cyclohexyl-2-(3,3-dichloro-3-bromo-propyl)-1,3-dimethoxypropane